2,3-dihydroxypropane-2-yl hexadecanoate C(CCCCCCCCCCCCCCC)(=O)OC(C)(CO)O